5-pyridin-3-yl-1-(toluene-4-sulfonyl)-1H-pyrrol-3-sulfonic acid N1=CC(=CC=C1)C1=CC(=CN1S(=O)(=O)C1=CC=C(C)C=C1)S(=O)(=O)O